NC=1SC2=C(N1)C(=C(C=C2F)F)C=2C(=CC1=C3C=4N(CCOC4N=C1C2F)C([C@H]2CN[C@@H](CN23)C)=O)Cl (2R,4aR)-11-(2-Amino-5,7-difluorobenzo[d]thiazol-4-yl)-12-chloro-10-fluoro-2-methyl-2,3,4,4a,6,7-hexahydro-8-oxa-3,5a,9,13c-tetraazanaphtho[3,2,1-de]anthracene-5(1H)-one